CC1=C(C=C(C=C1)N1CC2CCC(C1)N2C(=O)OC(C)(C)C)C(NC2(CC2)C2=C1C=CC=NC1=CC(=C2)C=2N=C(OC2)C)=O tert-butyl 3-(4-methyl-3-((1-(7-(2-methyloxazol-4-yl)quinolin-5-yl)cyclopropyl)carbamoyl)phenyl)-3,8-diazabicyclo[3.2.1]octane-8-carboxylate